5-(3-(3-(cyclohexylethynyl)-1H-pyrazol-5-yl)-2-fluoro-6-hydroxyphenyl)-1,2,5-thiadiazolidin-3-one 1,1-dioxide C1(CCCCC1)C#CC1=NNC(=C1)C=1C(=C(C(=CC1)O)N1CC(NS1(=O)=O)=O)F